ClC1=C(C=CC(=C1)Cl)C(CN1N=CN=C1)COC(C(F)F)(F)F 1-[2-(2,4-dichlorophenyl)-3-(1,1,2,2-tetrafluoroethoxy)propyl]-1H-1,2,4-triazole